triethyl[[4-(trifluoromethyl)-4-piperidinyl]oxy]silane C(C)[Si](OC1(CCNCC1)C(F)(F)F)(CC)CC